OC1=CC(=C(C=C1C)C(C1=CC=C(C=C1)C=O)C1=C(C=C(C(=C1)C)O)C)C bis(4-hydroxy-2,5-dimethylphenyl)-4-formyltoluene